C[N+]1=CC=C(C=C1)C1=CC=[N+](C=C1)CCCCCCC 1-methyl-1'-heptyl-4,4'-bipyridinium